FC1=C(C(=C(C=C1OC)OC)F)C1=CC=C(C=2N=CC=NC12)C(=O)NC=1NC=C(N1)CN(C)C 8-(2,6-difluoro-3,5-dimethoxyphenyl)-N-(4-((dimethylamino)methyl)-1H-imidazol-2-yl)quinoxaline-5-carboxamide